(5S,8S,10aR)-3-((benzyloxy)carbonyl)-5-((tert-butoxycarbonyl)amino)-6-oxodecahydropyrrolo[1,2-a][1,5]diazocine-8-carboxylic acid C(C1=CC=CC=C1)OC(=O)N1CC[C@@H]2N(C([C@H](C1)NC(=O)OC(C)(C)C)=O)[C@@H](CC2)C(=O)O